C(=O)C1=CC=C(C=C1)N(C1=CC=C(C=C1)OB(O)O)C1=CC=CC=C1 (4-((4-formylphenyl)(phenyl)amino)phenyl)boric acid